N[C@H](C(=O)[O-])CCBr L-2-amino-4-bromobutyrate